N1CCC(CC1)N1N=CC(=C1)C1=CC=C(C=N1)C[N+]1=NOC(=C1)[N-]C(NC1=CC(=CC=C1)C(F)(F)F)=O (3-((6-(1-(piperidin-4-yl)-1H-pyrazol-4-yl)pyridin-3-yl)methyl)-1,2,3-oxadiazol-3-ium-5-yl)((3-(trifluoromethyl)phenyl)carbamoyl)amide